CC=1C=C(C=C(C1)CO)CO 5-methyl-1,3-benzenedimethanol